stearamidopropyl-dimethyl-beta-hydroxyethyl-ammonium dihydrogen phosphate P(=O)(O)(O)[O-].C(CCCCCCCCCCCCCCCCC)(=O)NCCC[N+](CCO)(C)C